FC=1C(=NC=CC1)NC(C)=O N-(3-fluoro-pyridin-2-yl)-acetamide